ClC=1C=NN2C1C(=CC(=C2)C=2C=NN(C2C)C2CCN(CC2)C(=O)OC(C)(C)C)OC tert-butyl 4-(4-(3-chloro-4-methoxypyrazolo[1,5-a]pyridin-6-yl)-5-methyl-1H-pyrazol-1-yl)piperidine-1-carboxylate